O1C(C=CC=2C1=CC=1C=CC=NC1N2)=O pyranonaphthyridone